FC1(CCN(CC1)C1=CC=CC(=N1)C(=O)NC1=C(C=C(C=C1)NS(=O)(=O)CCO)N1CCC2(CC2)CC1)F 6-(4,4-Difluoropiperidin-1-yl)-N-(4-((2-hydroxyethyl)sulfonamido)-2-(6-azaspiro[2.5]octan-6-yl)phenyl)picolinamid